4-(piperidin-1-yl)butan-1-ol Methyl-5-chloro-2-((pyrazolo[1,5-a]pyrimidine-3-carboxamido)methyl)benzofuran-7-carboxylate CC1=C(OC2=C1C=C(C=C2C(=O)OCCCCN2CCCCC2)Cl)CNC(=O)C=2C=NN1C2N=CC=C1